2-(dimethylamino)-5-isobutyrylamino-N-(pyridin-2-ylmethyl)benzamide CN(C1=C(C(=O)NCC2=NC=CC=C2)C=C(C=C1)NC(C(C)C)=O)C